OC1=NOC=2CN(CCC21)C(=O)C=2OC1=C(N2)CN(C1)C(=O)[O-] 2-(3-hydroxy-5,7-dihydro-4H-[1,2]oxazolo[5,4-c]pyridine-6-carbonyl)-4,6-dihydropyrrolo[3,4-d][1,3]oxazole-5-carboxylate